(1R,2S,5S)-2-((R)-1-((7-chloro-8-fluoro-4-hydroxyl-2-(methylthio)pyrido[4,3-d]pyrimidin-5-yl)oxy)-2,2-difluoroethyl)-3,8-diazabicyclo[3.2.1]octane-8-carboxylic acid Tert-butyl ester C(C)(C)(C)OC(=O)N1[C@H]2[C@H](NC[C@@H]1CC2)[C@H](C(F)F)OC2=NC(=C(C=1N=C(N=C(C12)O)SC)F)Cl